methyl 4-bromo-2,6-dichloro-benzoate BrC1=CC(=C(C(=O)OC)C(=C1)Cl)Cl